C(=C)C1=CC=C(COC2=CC=C(C=C2)C(C)(C)C2=CC=C(OC=3C=CC=C(C#N)C3)C=C2)C=C1 5-(4-(2-(4-((4-vinylbenzyl)oxy)phenyl)propan-2-yl)phenoxy)benzonitrile